2,4-dichloro-6,7-dihydro-5H-cyclopentapyrimidine ClC1=NC2=C(C(=N1)Cl)CCC2